(5S,8S)-N-(2-chloro-4,6-difluorobenzyl)-5-fluoro-8-hydroxy-8-methyl-5,6,7,8-tetrahydroquinoline-5-carboxamide ClC1=C(CNC(=O)[C@]2(C=3C=CC=NC3[C@@](CC2)(C)O)F)C(=CC(=C1)F)F